CN(CCCOC1=C(C=C2C=CC=NC2=C1)OC)C 7-{[3-(dimethylamino)propyl]oxy}-6-methoxyquinoline